C(C=C)N(C(O)=O)C1=C(C=C(C(=C1)OCC1=CC=CC=C1)OC)C(=O)N1[C@@H](CC(=CC1)C=1C=NC=NC1)CO[Si](C)(C)C(C)(C)C.[N+](=O)([O-])C1=C(C=CC=C1)CCCCCCCC 1-nitro-2-(n-octyl)benzene allyl-(S)-(5-(benzyloxy)-2-(2-(((tert-butyldimethyl-silyl)oxy)methyl)-4-(pyrimidin-5-yl)-1,2,3,6-tetrahydropyridine-1-carbonyl)-4-methoxyphenyl)carbamate